C(#N)C=1C=C(C=CC1)C=1N=C(SC1C1=CC(=NC(=C1)C)C)NC(=O)N1CCC(CC1)(C)O N-[4-(3-cyanophenyl)-5-(2,6-dimethyl-4-pyridinyl)thiazol-2-yl]-4-hydroxy-4-methyl-piperidine-1-carboxamide